3-methyl-1,3,5,7-heptanetetraol CC(CCO)(CC(CCO)O)O